(2-furylmethylene)-phenylacetaldehyde O1C(=CC=C1)C=C(C=O)C1=CC=CC=C1